C(=O)O.C(=O)O.C1(=CC=CC=C1)P(O)(O)=O phenyl-phosphonic acid diformate